COC(C1CCN(CC1)C1=C(C=C(C=C1)NN1C(CCCC1=O)=O)F)OC (4-[4-(dimethoxymethyl)piperidin-1-yl]-3-fluorophenylamino)piperidine-2,6-dione